C1(=CC=CC=C1)N1NC(=CC1C1=CC=CC=C1)C1=CC=C(C=C1)OC 1,5-diphenyl-3-(4-Methoxy-phenyl)-pyrazoline